C(#N)C=1N(C2=CC=C(C(=C2C1)C)C=O)CC(C)N1CCN(CC1)C(=O)OC(C)(C)C tert-butyl 4-(1-(2-cyano-5-formyl-4-methyl-1H-indol-1-yl)propan-2-yl)piperazine-1-carboxylate